1,3-THIAZOL-4(5H)-ONE S1C=NC(C1)=O